CC1=C(C=C(C=C1)NC(=O)N1C[C@@H](CC1)CC(F)(F)F)C1=CC(=NC(=C1)C1CNCC1)N1CCOCC1 (3S)-N-(4-methyl-3-(2-morpholino-6-(pyrrolidin-3-yl)pyridin-4-yl)phenyl)-3-(2,2,2-trifluoroethyl)pyrrolidine-1-carboxamide